(2R)-7-chloro-2-[4-(dimethylamino)cyclohexyl]-N-[(4,6-dimethyl-2-oxo-1H-pyridin-3-yl)methyl]-2,4-dimethyl-1,3-benzodioxol-5-carboxamide ClC1=CC(=C(C2=C1O[C@](O2)(C)C2CCC(CC2)N(C)C)C)C(=O)NCC=2C(NC(=CC2C)C)=O